N-[2-benzyloxy-1-[3-(3-fluorophenyl)-1,2,4-oxadiazol-5-yl]ethyl]-5-cyclopropyl-2-methyl-pyrazole-3-carboxamide C(C1=CC=CC=C1)OCC(C1=NC(=NO1)C1=CC(=CC=C1)F)NC(=O)C=1N(N=C(C1)C1CC1)C